CN1N=CC(=C1C1=CC=C(N=N1)NC1C[C@@H]2[C@@H](CN(C2)CC2OCCCC2)C1)C (3aR,5s,6aS)-N-[6-(2,4-dimethylpyrazol-3-yl)pyridazin-3-yl]-2-(tetrahydropyran-2-ylmethyl)-3,3a,4,5,6,6a-hexahydro-1H-cyclopenta[c]pyrrol-5-amine